COC1=CC=C(NCCN2C(OC3=C2C=CC=C3)=O)C=C1 N-((4-methoxyanilino)ethyl)benzoxazolone